bismuth trispentanoate C(CCCC)(=O)[O-].C(CCCC)(=O)[O-].C(CCCC)(=O)[O-].[Bi+3]